4-((2-(difluoromethoxy)-4-(5-(methylsulfonyl)-5,6-dihydropyrrolo[3,4-c]pyrazol-2(4H)yl)phenyl)amino)-N-(methyl-d3)pyridazine-3-carboxamide FC(OC1=C(C=CC(=C1)N1N=C2C(=C1)CN(C2)S(=O)(=O)C)NC2=C(N=NC=C2)C(=O)NC([2H])([2H])[2H])F